7-(2-(2-((3R,4R)-3-amino-4-fluoropiperidin-1-yl)-5,6-difluoro-1H-benzo[d]imidazol-1-yl)acetyl)hexahydroimidazo[1,5-a]pyrazin-3(2H)-one N[C@@H]1CN(CC[C@H]1F)C1=NC2=C(N1CC(=O)N1CC3N(CC1)C(NC3)=O)C=C(C(=C2)F)F